N-(6-(5-chloro-7-(1-(dimethylamino)-1-oxopropan-2-yl)-6-fluoro-1H-indazol-4-yl)imidazo[1,2-a]pyrazin-2-yl)-2-fluorocyclopropane-1-carboxamide ClC=1C(=C2C=NNC2=C(C1F)C(C(=O)N(C)C)C)C=1N=CC=2N(C1)C=C(N2)NC(=O)C2C(C2)F